C(C)(C)(C)C=1C=CC2=C(C3=CC=CC=C3C(=C2C1)C1=CC2=CC=CC=C2C=C1)C1=CC2=CC=CC=C2C=C1 3-tert-butyl-9,10-bis(naphthalen-2-yl)anthracene